(2S,4R)-4-(2-((2-methoxypyridin-4-yl)amino)-2-oxoethyl)-1-(2-methylbenzofuro[3,2-d]pyrimidin-4-yl)pyrrolidine-2-carboxylic acid COC1=NC=CC(=C1)NC(C[C@H]1C[C@H](N(C1)C=1C2=C(N=C(N1)C)C1=C(O2)C=CC=C1)C(=O)O)=O